CN(C[C@H](C1=CC=CC=C1)NC(=O)N1CC=2N=C(N=CC2C[C@@H]1C)NCC1=NN(C=C1)C)C (S)-N-((S)-2-(dimethylamino)-1-phenylethyl)-6-methyl-2-(((1-methyl-1H-pyrazol-3-yl)-methyl)amino)-5,8-dihydropyrido[3,4-d]pyrimidine-7(6H)-carboxamide